FC=1C(=NC(=NC1)C1=CNC2=NC=C(C=C21)F)NN2[C@@H](CCC2)C(=O)O ((5-fluoro-2-(5-fluoro-1H-pyrrolo[2,3-b]pyridin-3-yl)pyrimidin-4-yl)amino)-L-proline